1-(4-chloro-3-fluorophenyl)-2,5-dimethyl-1H-pyrrole ClC1=C(C=C(C=C1)N1C(=CC=C1C)C)F